N=1C=NN2C1C=C(C=C2)OC2=C(C(=C(C=C2)NC=2C1=C(N=CN2)C=CC(=N1)N1C[C@@H](N(CC1)C(C#CC)=O)C(F)(F)F)F)Cl (R)-1-(4-(4-((4-([1,2,4]triazolo[1,5-a]pyridin-7-yloxy)-3-chloro-2-fluorophenyl)amino)pyrido[3,2-d]pyrimidin-6-yl)-2-(trifluoromethyl)piperazin-1-yl)but-2-yn-1-one